5-cyclopropyl-3-fluoro-2-(4-{[(2R)-2-hydroxypropyl]amino}pyrrolo[1,2-d][1,2,4]triazin-1-yl)phenol C1(CC1)C=1C=C(C(=C(C1)O)C=1C=2N(C(=NN1)NC[C@@H](C)O)C=CC2)F